1-(difluoromethyl)-5-iodo-1H-imidazole FC(N1C=NC=C1I)F